diethylene glycol ethyl-n-butyl ether C(C)C(CCC)OCCOCCO